N'-acetyl-4-amino-N-((1-(2,6-difluorophenyl)-1H-pyrazol-3-yl)methyl)-N',1-dimethyl-1H-pyrazolo[4,3-c]quinoline-8-carbohydrazide C(C)(=O)N(N(C(=O)C1=CC=2C3=C(C(=NC2C=C1)N)C=NN3C)CC3=NN(C=C3)C3=C(C=CC=C3F)F)C